5,10,15,20-tetra(4-(trimethylsilyl)ethynyl-phenyl)porphyrin C[Si](C)(C)C#CC1=CC=C(C=C1)C=1C2=CC=C(N2)C(=C2C=CC(C(=C3C=CC(=C(C=4C=CC1N4)C4=CC=C(C=C4)C#C[Si](C)(C)C)N3)C3=CC=C(C=C3)C#C[Si](C)(C)C)=N2)C2=CC=C(C=C2)C#C[Si](C)(C)C